4-bromo-5-iodo-6-methyl-1H-indazole BrC1=C2C=NNC2=CC(=C1I)C